4-(3-(2,6-dioxopiperidin-3-yl)phenyl)piperazin O=C1NC(CCC1C=1C=C(C=CC1)N1CCNCC1)=O